Methyl 2-((4-chloro-3-nitrophenyl) sulfonamido)-5-methylbenzoate ClC1=C(C=C(C=C1)S(=O)(=O)NC1=C(C(=O)OC)C=C(C=C1)C)[N+](=O)[O-]